CC1=CC=C(C=C1)S(=O)(=O)C(C1=C(C=CC=C1)F)[N+]#[C-] α-(p-toluenesulfonyl)-2-fluorobenzyl isonitrile